12-hydroxy-4,6,8,10-tetramethyltridecyl butyloxymethyl ether C(CCC)OCOCCCC(CC(CC(CC(CC(C)O)C)C)C)C